CC1=CC=C(C=C1)S(=O)(=O)O.C(C)OC1=NC(=NC=C1C(=O)NC1=CC2=CN(N=C2C(=C1)OC)C)N1CC(CC1)NC 4-ethoxy-N-(7-methoxy-2-methyl-2H-indazol-5-yl)-2-(3-(methylamino)pyrrolidin-1-yl)pyrimidine-5-carboxamide 4-methylbenzenesulfonate